4-methylsulfonylmethyl-5-methyl-2,2-dioxo-1,3,2-dioxathiolane CS(=O)(=O)CC1OS(OC1C)(=O)=O